2-(2-methoxyphenyl)-1,6-naphthyridine-3-carboxylic acid COC1=C(C=CC=C1)C1=NC2=CC=NC=C2C=C1C(=O)O